4-fluoro-2-methyl-5-(4,4,5,5-tetramethyl-1,3,2-dioxaborolan-2-yl)aniline FC1=CC(=C(N)C=C1B1OC(C(O1)(C)C)(C)C)C